2-Methyl-5-[1-[4-(trifluoromethoxy)phenyl]cyclopropanecarbonyl]-4,6-dihydro-pyrrolo[3,4-c]pyrazole-4-carboxylic acid CN1N=C2C(=C1)C(N(C2)C(=O)C2(CC2)C2=CC=C(C=C2)OC(F)(F)F)C(=O)O